F[C@@H]1CN(CC[C@@H]1NC1=NN2C(C(=N1)OC)=C(C=C2)C=2C=CC1=C(N(N=N1)CCF)C2)C2(COC2)C N-((3R,4S)-3-fluoro-1-(3-methyloxetan-3-yl)piperidin-4-yl)-5-(1-(2-fluoroethyl)-1H-benzo[d][1,2,3]triazol-6-yl)-4-methoxypyrrolo[2,1-f][1,2,4]triazin-2-amine